C(C)(C)(C)OC(=O)N1[C@@H](CC1)COC=1C(=NC=NC1Cl)N (S)-2-(((4-amino-6-chloropyrimidin-5-yl)oxy)methyl)azetidine-1-carboxylic acid tert-butyl ester